N1(CCC[C@]12COCC2)C2=NC1=CC=C(C=C1C=C2)C=O (S)-2-(7-oxa-1-azaspiro[4.4]nonan-1-yl)quinoline-6-carbaldehyde